S1C(=NC2=C1C=CC=C2)C([C@H](C[C@H]2C(NCC2)=O)NC(=O)[C@H](CC(C)C)NC(=O)C=2NC1=CC=CC(=C1C2)OC)=O N-[(1S)-1-[[(1S)-2-(1,3-benzothiazol-2-yl)-2-oxo-1-[[(3S)-2-oxopyrrolidin-3-yl]methyl]ethyl]carbamoyl]-3-methyl-butyl]-4-methoxy-1H-indole-2-carboxamide